COC([C@H](C[C@@H](C(=O)OC)NC(=O)OC(C)(C)C)COCC1=CC=CC=C1)=O (2R,4S)-2-(benzyloxymethyl)-4-(tert-butoxycarbonylamino)-glutaric acid dimethyl ester